C(C)OC(C(CCCC1=CC=C(C=C1)OC)=C)=O 5-(4-methoxyphenyl)-2-methylenevaleric acid ethyl ester